N-(piperidin-3-yl)-4-(1H-pyrazol-4-yl)-5-(trifluoromethyl)pyrimidin-2-amine N1CC(CCC1)NC1=NC=C(C(=N1)C=1C=NNC1)C(F)(F)F